C(C)(C)(C)C1=CC=C(C=C1)C#CC1=C(C#N)C=CC=C1 2-((4-tert-butylphenyl)ethynyl)benzonitrile